diprenyl citrate C(CC(O)(C(=O)[O-])CC(=O)OCC=C(C)C)(=O)OCC=C(C)C